FC1=C(OC2=CC=C(C=C2)N2N=C3C(NCC[C@H]3N3CCN(CC3)S(=O)(=O)C3=C(C=CC=C3)[N+](=O)[O-])=C2C(=O)O)C=CC(=C1)F (7R)-2-[4-(2,4-difluorophenoxy)phenyl]-7-[4-(2-nitrobenzene-1-sulfonyl)piperazin-1-yl]-4,5,6,7-tetrahydro-2H-pyrazolo[4,3-b]pyridine-3-carboxylic acid